bisdodecanoate sodium [Na+].C(CCCCCCCCCCC)(=O)[O-].C(CCCCCCCCCCC)(=O)[O-].[Na+]